NC=1C=C(CN2N=CC3=C(C2=O)N(C2=C3CCN(C2)S(=O)(=O)C2=CN=C(S2)C)C)C=CC1 3-(3-aminobenzyl)-5-methyl-7-((2-methylthiazol-5-yl)sulfonyl)-3,5,6,7,8,9-hexahydro-4H-pyrido[4',3':4,5]pyrrolo[2,3-d]pyridazin-4-one